3-(5-(1-(2-hydroxyethyl)-4-methyl-2,3-dihydro-1H-pyrrolo[2,3-b]pyridin-6-yl)-1-oxoisoindolin-2-yl)piperidine-2,6-dione OCCN1CCC=2C1=NC(=CC2C)C=2C=C1CN(C(C1=CC2)=O)C2C(NC(CC2)=O)=O